C12=C(C=3CCC3C=C2CC1)NC(OC(C)(C)C)=O tert-butyl tricyclo[6.2.0.03,6]deca-1,3(6),7-trien-2-ylcarbamate